FC1=C(C(=CC2=CC=C(C=C12)C=1CCN(CC1)CC(F)(F)F)O)N1CC(NS1(=O)=O)=O 5-{1-fluoro-3-hydroxy-7-[1-(2,2,2-trifluoroethyl)-1,2,3,6-tetrahydropyridin-4-yl]naphthalen-2-yl}-1λ6,2,5-thiadiazolidine-1,1,3-trione